(3R,4R)-4-(((7-((tert-butoxycarbonyl)(3-(2-fluoroacrylamido)phenyl)amino)-3-isopropylpyrazolo[1,5-a]pyrimidin-5-yl)amino)methyl)-3-hydroxypiperidine-1-carboxylic acid tert-butyl ester C(C)(C)(C)OC(=O)N1C[C@@H]([C@H](CC1)CNC1=NC=2N(C(=C1)N(C1=CC(=CC=C1)NC(C(=C)F)=O)C(=O)OC(C)(C)C)N=CC2C(C)C)O